C(#N)C1=NC(=CC(C1O)=O)O 2-cyano-3,6-dihydroxypyridin-4-one